1,3-diamino-2-imino-imidazolidin-4-one NN1C(N(C(C1)=O)N)=N